(21R,4R)-4-hydroxy-N-(3-(4-(3-(trifluoromethoxy)propoxy)-1H-pyrazol-1-yl)bicyclo[1.1.1]-pentan-1-yl)-6-(trifluoromethyl)chroman-2-carboxamide O[C@@H]1CC(OC2=CC=C(C=C12)C(F)(F)F)C(=O)NC12CC(C1)(C2)N2N=CC(=C2)OCCCOC(F)(F)F